C(C)(=O)NC=1C=C(C=CC1)C=1N=NN(C1)CC(=O)N/N=C/C1=C(C=CC=C1)O (E)-2-(4-(3-acetamidophenyl)-1H-1,2,3-triazol-1-yl)-N'-(2-hydroxybenzylidene)acetohydrazide